CN(C=1CC(C=CC1)(OC)CC(C)=O)C 3-dimethylamino-1-methoxyphenylacetone